C(C)(C)[C@H]1/C=C/C(CC/C=C(/CC1)\C)(O)C (2E,4S,7E)-4-Isopropyl-1,7-dimethylcyclodeca-2,7-dienol